N1=C(C=CC=C1)C(CC=C)N 1-(2-pyridyl)but-3-en-1-amine